NC=1C(NC(N(N1)C1=CC(=C(ON2C(C(=CC=C2)C(=O)NC2CC(C2)(F)F)=O)C(=C1)Cl)Cl)=O)=O (4-(6-amino-3,5-dioxo-4,5-dihydro-1,2,4-triazin-2(3H)-yl)-2,6-dichlorophenoxy)-N-(3,3-difluorocyclobutyl)-2-oxo-1,2-dihydropyridine-3-carboxamide